methyl 2-methylisoindoline-5-carboxylate CN1CC2=CC=C(C=C2C1)C(=O)OC